3-fluoro-4'-propylbiphenylboronic acid FC1=C(C(=CC=C1)C1=CC=C(C=C1)CCC)B(O)O